NC=1C2=C(N=CN1)N(C(=C2C2=C(C=C(C=C2)OC2=CC=CC=C2)OC(F)F)C#CC2CN(C2)C2CCN(CC2)C(C=C)=O)C 1-(4-(3-((4-amino-5-(2-(difluoromethoxy)-4-phenoxyphenyl)-7-methyl-7H-pyrrolo[2,3-d]pyrimidin-6-yl)ethynyl)azetidin-1-yl)piperidin-1-yl)prop-2-en-1-one